FC1(CCN(CC1)C1=CC=CC(=N1)C=1NC(=NN1)C1=C(C=C(C=C1)[N+](=O)[O-])N1CCC2(CC2)CC1)F 6-(2-(5-(6-(4,4-difluoropiperidin-1-yl)pyridin-2-yl)-4H-1,2,4-triazol-3-yl)-5-nitrophenyl)-6-azaspiro[2.5]octane